(S)-6-(4-(4-fluorophenyl)-1-(4,4,4-trifluoro-1-hydroxybutan-2-yl)-1H-imidazol-5-yl)imidazo[1,2-b]pyridazine-3-carbonitrile FC1=CC=C(C=C1)C=1N=CN(C1C=1C=CC=2N(N1)C(=CN2)C#N)[C@H](CO)CC(F)(F)F